N=1C(=CN2C1C=CC=C2)C2CC=NN2C(=O)C21CC(C2)(C1)COC=1N=CC(=NC1)C#N 5-((3-(5-(imidazo[1,2-a]-pyridin-2-yl)-4,5-dihydro-1H-pyrazole-1-carbonyl)bicyclo-[1.1.1]pentan-1-yl)methoxy)-pyrazine-2-carbonitrile